[C-]1(CCCC1)C1=NC(NC=C1)=O.[CH-]1C=CC=C1.[Fe+2] 3,4-dihydroferrocenyl-pyrimidine-2-one